Methyl N-[2-(4-{2-[(4-{[6-(5-Chloro-2-Fluorophenyl)-3-Methylpyridazin-4-yl]Amino}Pyridin-2-yl)Carbamoyl]Ethyl}Piperazin-1-yl)Ethyl]Carbamat ClC=1C=CC(=C(C1)C1=CC(=C(N=N1)C)NC1=CC(=NC=C1)NC(=O)CCN1CCN(CC1)CCNC(OC)=O)F